(4-cyclopropyl-6-methoxypyrimidin-5-yl)-4-(2-fluoro-4-(1-methyl-4-(trifluoromethyl)-1H-imidazol-2-yl)benzyl)oxazolo[5,4-c]pyridine C1(CC1)C1=NC=NC(=C1C=1OC=2C(=NC=CC2N1)CC1=C(C=C(C=C1)C=1N(C=C(N1)C(F)(F)F)C)F)OC